C1=CC=C2C(=C1)C=CC(=C2C3=C(C=CC4=CC=CC=C43)O)O s-(-)-1,1'-bi-2-naphthol